6-(2-fluoro-4-methoxyphenyl)-7-((2-methylthiazol-4-yl)methoxy)-[1,2,4]triazolo[4,3-a]pyridin FC1=C(C=CC(=C1)OC)C=1C(=CC=2N(C1)C=NN2)OCC=2N=C(SC2)C